4-(9-(7-(difluoromethyl)-6-(1-methyl-1H-pyrazol-4-yl)-3,4-dihydroquinolin-1(2H)-yl)-2,3,4,5-tetrahydro-1H-benzo[c]azepin-7-yl)-1-ethylpiperidin-2-one FC(C1=C(C=C2CCCN(C2=C1)C1=CC(=CC2=C1CNCCC2)C2CC(N(CC2)CC)=O)C=2C=NN(C2)C)F